[N+](=O)([O-])C=1C=NN(C1)C1CN(C1)C1COC1 4-nitro-1-(1-(oxetan-3-yl)azetidin-3-yl)-1H-pyrazole